tert-butyl 4-{N-[5-(difluoromethyl)pyridin-3-yl]carbamoyl}-4-methylpiperidine-1-carboxylate FC(C=1C=C(C=NC1)NC(=O)C1(CCN(CC1)C(=O)OC(C)(C)C)C)F